NC=1OC2=C(C(=NC=C2N2C[C@@H](OCC2)C(=O)N2[C@H](C3=C(C=C(C=C3CC2)Cl)Cl)C)OC)N1 ((R)-4-(2-amino-4-methoxyoxazolo[4,5-c]pyridin-7-yl)morpholin-2-yl)((S)-6,8-dichloro-1-methyl-3,4-dihydroisoquinolin-2(1H)-yl)methanone